methyltrimethoxy-silane C[Si](OC)(OC)OC